NC1=C2C(=NC=N1)N(N=C2C2=CC=C(C=C2)OC2=CC=CC=C2)C2CCC(CC2)CN2CCC(CC2)C=2C=C1C(N(C(C1=CC2)=O)C2C(NC(CC2)=O)=O)=O 5-(1-((4-(4-amino-3-(4-phenoxyphenyl)-1H-pyrazolo[3,4-d]pyrimidin-1-yl)cyclohexyl)methyl)piperidin-4-yl)-2-(2,6-dioxopiperidin-3-yl)isoindoline-1,3-dione